OC1=C(N(C(=CC1=O)C)CCC)CNC(C1=CC=C(C=C1)OC)=O N-((3-hydroxy-6-methyl-4-oxo-1-propyl-1,4-dihydropyridin-2-yl)methyl)-4-methoxybenzamide